C(#N)C1=C(C=C(C=C1)F)C1=NC=2N(C(=C1)C)N(CC2C(=O)O)[C@@H](C)C2CC2 (S)-5-(2-cyano-5-fluorophenyl)-N-(1-cyclopropylethyl)-7-methylpyrazolo[1,5-a]Pyrimidine-3-carboxylic acid